COC(=O)[C@H]1N(CC(C1)OCCCO)C(=O)OC(C)(C)C (2S)-4-(3-hydroxypropoxy)pyrrolidine-1,2-dicarboxylic acid O1-tert-butyl ester O2-methyl ester